C1CCC2=CC(=CC=C12)C(C(C)SC1=NN=C(N1)C1=CC=C(C=C1)CC)=O 1-(2,3-dihydro-1H-inden-5-yl)-2-((5-(4-ethylphenyl)-4H-1,2,4-triazol-3-yl)thio)propan-1-one